10-(4-chlorobenzoyl)-7-cyano-6,8,9-trifluoro-1,2,3,4-tetrahydropyrimido[1,2-a]indole ClC1=CC=C(C(=O)C2=C3N(C=4C(=C(C(=C(C24)F)F)C#N)F)CCCN3)C=C1